C(CCC)C(C(=O)OC1CC(N(C(C1)(C)C)O)(C)C)C(=O)OC1CC(N(C(C1)(C)C)O)(C)C bis(1-oxyl-2,2,6,6-tetramethylpiperidin-4-yl) n-butylmalonate